FC(C1(CCC1)C(=O)N1CCOC2=C(C1)C=NC=C2C#N)F 4-[1-(difluoromethyl)cyclobutane-carbonyl]-3,5-dihydro-2H-pyrido[3,4-f][1,4]oxazepine-9-carbonitrile